C(C)(C)(C)OC(CCCCCCCCCCCCCCCCCCC=O)=O 20-oxo-eicosanoic acid tert-butyl ester